2-(2-bromobenzyl)-5,6-difluoro-2,3-dihydro-1H-inden-1-one BrC1=C(CC2C(C3=CC(=C(C=C3C2)F)F)=O)C=CC=C1